C1(=CC=CC=C1)C(C#CCCCCC)(O)O phenyloctynediol